tert-butyl (3S,4R)-3-((((benzyloxy)carbonyl)amino)methyl)-4-hydroxypyrrolidine-1-carboxylate C(C1=CC=CC=C1)OC(=O)NC[C@H]1CN(C[C@@H]1O)C(=O)OC(C)(C)C